6-(4-acetamidophenyl)-N-(4-(N-acetylsulfamoyl)phenyl)-3-aminopyrazine-2-carboxamide C(C)(=O)NC1=CC=C(C=C1)C1=CN=C(C(=N1)C(=O)NC1=CC=C(C=C1)S(NC(C)=O)(=O)=O)N